2-dihydroisoquinolineformic acid cyclopropyl ester C1(CC1)OC(=O)N1CC2=CC=CC=C2CC1